N-(4-fluorobenzyl)imidazo[1,2-a]pyridin-6-amine FC1=CC=C(CNC=2C=CC=3N(C2)C=CN3)C=C1